benzyl 4-(3-pyrrolidin-1-ylpropoxycarbonyloxy)decanoate N1(CCCC1)CCCOC(=O)OC(CCC(=O)OCC1=CC=CC=C1)CCCCCC